CC=1C=C(CNCCC2=CC=CC3=CC=C(C=C23)OC)C=CC1 N-(3-methylbenzyl)-2-(7-methoxynaphthalen-1-yl)ethan-1-amine